C1CCCC1 trans-cyclopentane